COC=1C=C(C=C(C1)OC)C1CCC(C(C1)=O)C(=O)C1=NNC=C1[N+](=O)[O-] 5-(3,5-dimethoxyphenyl)-2-(4-nitro-1H-pyrazole-3-carbonyl)cyclohexanone